3-methylene(benzyl)piperidine C=C1CN(CCC1)CC1=CC=CC=C1